4-(3-(5-((2,4-difluorophenyl)sulfonamido)-6-methoxypyridin-3-yl)isoquinolin-5-yl)piperazine FC1=C(C=CC(=C1)F)S(=O)(=O)NC=1C=C(C=NC1OC)C=1N=CC2=CC=CC(=C2C1)N1CCNCC1